1-phenylethyl isocyanate C1(=CC=CC=C1)C(C)N=C=O